(E)-methyl 3-(3-(2,6-dimethylphenyl)-2-ethyl-7-fluoro-4-oxo-3,4-dihydroquinazolin-6-yl)acrylate CC1=C(C(=CC=C1)C)N1C(=NC2=CC(=C(C=C2C1=O)/C=C/C(=O)OC)F)CC